1-((4-((4-pentylphenyl)ethynyl)phenyl)ethynyl)benzene Europium(III) trifluoromethanesulfonate FC(S(=O)(=O)[O-])(F)F.[Eu+3].C(CCCC)C1=CC=C(C=C1)C#CC1=CC=C(C=C1)C#CC1=CC=CC=C1.FC(S(=O)(=O)[O-])(F)F.FC(S(=O)(=O)[O-])(F)F